[Si](C)(C)(C(C)(C)C)OC1CC(NC1)C(=O)NCC1=CC=C(C=C1)C#C 4-[tert-butyl(dimethyl)silyl]oxy-N-[(4-ethynylphenyl)methyl]pyrrolidine-2-carboxamide